N-(33-hydroxy-tritriacontanoyl)-4R-hydroxysphinganine OCCCCCCCCCCCCCCCCCCCCCCCCCCCCCCCCC(=O)N[C@H](CO)[C@H](O)C(CCCCCCCCCCCCCC)O